2-((3-(4-amino-2-(trifluoromethyl)imidazo[2,1-f][1,2,4]triazin-7-yl)-4-methylphenyl)sulfonyl)-5-ethyl-2,5-diazabicyclo[2.2.1]heptan-7-ol NC1=NC(=NN2C1=NC=C2C=2C=C(C=CC2C)S(=O)(=O)N2C1CN(C(C2)C1O)CC)C(F)(F)F